C1(=CC=CC=C1)S(=O)(=O)O.C(CCCCCCCCCCC)[K] dodecyl-potassium benzenesulfonate